C(C)C1=C(C(=CC=C1I)N)N ethyl-4-iodobenzene-1,2-diamine